(5-amino-8-bromo-1-methylisoquinolin-6-yl)-[7-fluoro-1-(oxan-2-yl)indazol-4-yl]methanol NC1=C2C=CN=C(C2=C(C=C1C(O)C1=C2C=NN(C2=C(C=C1)F)C1OCCCC1)Br)C